(trifluoromethyl)-[3,2':6',3''-terpyridine]-4'-carboxylic acid FC(F)(F)C1=NC=CC=C1C1=NC(=CC(=C1)C(=O)O)C=1C=NC=CC1